CO[C@H]1CN(C[C@@H]1NC(=O)NCCCCCCCCCCCCC)C1=CN=C(S1)C1=CC=C(C(=O)O)C=C1 4-(5-((3S,4S)-3-methoxy-4-(3-tridecylureido)pyrrolidin-1-yl)thiazol-2-yl)benzoic acid